thiononanoate C(CCCCCCCC)(=S)[O-]